Ethyl 1-(ethyl-d5)-1H-pyrazole-3-carboxylate C(C([2H])([2H])[2H])(N1N=C(C=C1)C(=O)OCC)([2H])[2H]